pentane-2,3-diyl bis(diisopropylcarbamate) C(C)(C)N(C(OC(C)C(CC)OC(N(C(C)C)C(C)C)=O)=O)C(C)C